α-phenyl-tert-butyl-nitrone C1(=CC=CC=C1)C(=[NH+][O-])C(C)(C)C